COC=1C=C(C=CC1OC)C1=CN=CC(=N1)C(N)=S 6-(3,4-Dimethoxyphenyl)pyrazin-2-thioamide